N-(2-(4,4-difluoropiperidin-1-yl)-6-methylpyrimidin-4-yl)-2-((1S,6S)-6-fluoro-3-azabicyclo[4.2.0]octan-3-yl)-4-((2-hydroxyethyl)sulfonamido)benzamide FC1(CCN(CC1)C1=NC(=CC(=N1)NC(C1=C(C=C(C=C1)NS(=O)(=O)CCO)N1C[C@@H]2CC[C@@]2(CC1)F)=O)C)F